NC1=C2N=CN(C2=NC=N1)C[C@@H](C)OCP(=O)(NC(C(=O)OC[C@@H]1CC[C@H](CC1)CCC)(C)C)NC(C(=O)[O-])(C)C ((trans-4-propylcyclohexyl)methyl) 2,2'-((((((R)-1-(6-amino-9H-purin-9-yl)propan-2-yl)oxy)methyl)phosphoryl)bis(azanediyl))bis(2-methylpropanoate)